3-(3-methyl-5-{[(3S)-3-methylpiperazin-1-yl]methyl}-2-oxo-2,3-dihydro-1H-benzimidazol-1-yl)piperidine CN1C(N(C2=C1C=C(C=C2)CN2C[C@@H](NCC2)C)C2CNCCC2)=O